N-[3-bromo-4-chloro-2-(2,6-difluorobenzoyl)phenyl]acetamide Sodium [Na].BrC=1C(=C(C=CC1Cl)NC(C)=O)C(C1=C(C=CC=C1F)F)=O